4-Allyl-1-thioxo-2,4-dihydro-[1,2,4]triazolo[4,3-a]quinazolin-5(1H)-one C(C=C)N1C=2N(C3=CC=CC=C3C1=O)C(NN2)=S